OCC1=NN(C=C1C(=O)OCC)CC1=CC=C(C=C1)CN1C(C=CC=C1)=O ethyl 3-(hydroxymethyl)-1-(4-((2-oxopyridin-1(2H)yl)methyl)benzyl)-1H-pyrazole-4-carboxylate